FC=1C=C2N(CCN(C2=CC1)C(=O)N[C@@H]1CN(CC1)C(=O)OC(C)(C)C)C1=CC=C(C=C1)F tert-butyl (S)-3-(6-fluoro-4-(4-fluorophenyl)-1,2,3,4-tetrahydroquinoxaline-1-carboxamido)pyrrolidine-1-carboxylate